N-[(1S)-1-(2,4-difluorophenyl)ethyl]-2-[5-methyl-2-oxo-4-(trifluoromethyl)-1H-1,6-naphthyridin-3-yl]acetamide FC1=C(C=CC(=C1)F)[C@H](C)NC(CC=1C(NC2=CC=NC(=C2C1C(F)(F)F)C)=O)=O